C(C)(C)(C)OC(=O)N[C@H]([C@@H](C)OCC1=CC=C(C=C1)CCCOCCOCCOCCOCC(=O)O)CCC(N)=O 15-[4-([[(2R,3S)-3-[(tert-butoxycarbonyl)amino]-5-carbamoylpentan-2-yl]oxy]methyl)phenyl]-3,6,9,12-tetraoxapentadecanoic acid